2-(2-cyano-2-(9H-xanthen-9-ylidene)acetamido)ethyl methacrylate C(C(=C)C)(=O)OCCNC(C(=C1C2=CC=CC=C2OC=2C=CC=CC12)C#N)=O